5-(2,2-difluorocyclobutyl)-1H-pyrazol-3-amine FC1(C(CC1)C1=CC(=NN1)N)F